3-(7-bromo-1,4-dimethyl 1H-benzotriazol-5-yl)propanoate BrC1=CC(=C(C2=C1N(N=N2)C)C)CCC(=O)[O-]